aminophenyl-xantheneformaldehyde NC=1C(=C(C=2CC3=CC=CC=C3OC2C1)C=O)C1=CC=CC=C1